FC(C=1C(=NC(=NC1)NC1CCN(CC1)S(=O)(=O)C)C1=CN=C(S1)OC(C)C)F 5-(Difluoromethyl)-N-(1-methylsulfonylpiperidin-4-yl)-4-(2-propan-2-yloxy-1,3-thiazol-5-yl)pyrimidin-2-amine